6-octylthieno[3,2-b]thiophene-2-ylstannane C(CCCCCCC)C1=CSC2=C1SC(=C2)[SnH3]